5-(1-methoxy-2-methylpropan-2-yl)isoxazol-3-amine COCC(C)(C)C1=CC(=NO1)N